Cl.NC\C=C(\CN1N=NC2=C1C=C(C=C2C2=CC(=CC=C2)S(N(CC)CC)(=O)=O)C(=O)OC)/F Methyl (Z)-1-(4-amino-2-fluorobut-2-en-1-yl)-4-(3-(N,N-diethylsulfamoyl)phenyl)-1H-benzo[d][1,2,3]triazole-6-carboxylate hydrochloride